8-Bromo-6-chloro-9-(tetrahydro-2H-pyran-2-yl)-9H-purine BrC=1N(C2=NC=NC(=C2N1)Cl)C1OCCCC1